3-bromo-N-phenethyl-pyrazolo[1,5-a]pyrimidin-5-amine BrC=1C=NN2C1N=C(C=C2)NCCC2=CC=CC=C2